S1C=NC=C1C=1C(=NC=CN1)N1CCN(CC1)[C@H]1CC2(CN(C2)C(=O)OCC)CC1 Ethyl (6R)-6-{4-[3-(1,3-thiazol-5-yl)pyrazin-2-yl]piperazin-1-yl}-2-azaspiro[3.4]octane-2-carboxylate